(S)-3-((S)-sec-butyl)-8-fluoro-N-methyl-2-oxo-1,2,3,5-tetrahydro-4H-benzo[e][1,4]diazepine-4-carboxamide [C@H](C)(CC)[C@@H]1N(CC2=C(NC1=O)C=C(C=C2)F)C(=O)NC